BrC1=NC(=C(C(=N1)NC(CC(=O)OCC)C(C)(C1=NC=CC=C1)C)F)C=1SC=CC1 ethyl 3-((2-bromo-5-fluoro-6-(thiophen-2-yl)pyrimidin-4-yl)amino)-4-methyl-4-(pyridin-2-yl)pentanoate